CC(C(=O)OCCN(C)CCNC1=C2C(=NC(=N1)C1=CC=C(C=C1)NS(=O)(=O)C1=C(C=CC(=C1)Cl)F)NN=C2C)C 2-{[2-({6-[4-(5-chloro-2-fluorobenzenesulfonamido)phenyl]-3-methyl-1H-pyrazolo[3,4-d]pyrimidin-4-yl}amino)ethyl](methyl)amino}ethyl 2-methylpropanoate